C(C1=CC=CC=C1)[C@H]1CN(CCO1)C1=NC=C2C(=N1)N(N=C2C2=C(C(=C(C(=C2)C(F)(F)F)F)OCOC)F)C (S)-2-Benzyl-4-(3-(2,4-difluoro-3-(methoxymethoxy)-5-(trifluoromethyl)phenyl)-1-methyl-1H-pyrazolo[3,4-d]pyrimidin-6-yl)morpholine